COC1=CC=C(C=C1)S (4-methoxyphenyl)sulfane